COC(C=CC1=CC(=C(C=C1)OCCCCCCO)OC)=O 3-methoxy-4-(6-hydroxyhexyloxy)cinnamic acid methyl ester